1-(8-bromo-4-methyl-chroman-4-yl)ethanone BrC=1C=CC=C2C(CCOC12)(C)C(C)=O